O1C=CC2=C1C=CC(=C2)NC2=CC=C(C(=N2)C(=O)NC(C)(C)C)OC 6-(benzofuran-5-ylamino)-N-tert-butyl-3-methoxy-pyridine-2-carboxamide